diethyl ether monoacetate C(C)(=O)O.C(C)OCC